tert-butyl 4-fluoro-5-methyl-7,8-dihydro-1,6-naphthyridine-6(5H)-carboxylate FC1=CC=NC=2CCN(C(C12)C)C(=O)OC(C)(C)C